C(C=C)[In](CC=C)CC=C tris(allyl)indium